N-[(3S)-9-fluoro-2-oxo-5-phenyl-1,3-dihydro-1,4-benzodiazepin-3-yl]-2-(2-fluorophenyl)spiro[6,7-dihydropyrazolo[5,1-b][1,3]oxazine-5,1'-cyclopropane]-3-carboxamide FC1=CC=CC=2C(=N[C@@H](C(NC21)=O)NC(=O)C=2C(=NN1C2OC2(CC2)CC1)C1=C(C=CC=C1)F)C1=CC=CC=C1